[F-].C(CCCCCCCCCCC)[NH+]1CC(CCC1)CC 1-Dodecyl-3-ethylpiperidinium fluorid